N-((6-(benzo[d]thiazol-5-yl)pyridin-3-yl)methyl)-4-methoxy-6-(1H-pyrazol-1-yl)nicotinamide S1C=NC2=C1C=CC(=C2)C2=CC=C(C=N2)CNC(C2=CN=C(C=C2OC)N2N=CC=C2)=O